CC1=CC=C(C=C1)C=1C(=CC=CC1)C(=O)OC(=O)C=1C(=CC=CC1)C1=CC=C(C=C1)C 4'-methylbiphenyl-2-carboxylic acid anhydride